tetra-potassium iminodisuccinate N(C(C(=O)[O-])CC(=O)[O-])C(C(=O)[O-])CC(=O)[O-].[K+].[K+].[K+].[K+]